5-((3,4-difluoro-2-methylphenyl)amino)-2-(trifluoromethyl)isonicotinic acid FC=1C(=C(C=CC1F)NC1=CN=C(C=C1C(=O)O)C(F)(F)F)C